CC1(C(C1(C)C)C(=O)NC1=NC=C(C=C1)C1=CN=CO1)C 2,2,3,3-tetramethyl-N-(5-oxazol-5-yl-2-pyridinyl)cyclopropanecarboxamide